C(C1=CC=CC=C1)OC(C(=O)[2H])([2H])[2H] 2-benzyloxy-acetaldehyde-1,2,2-d3